FC(C=1C=CC2=C(C(OC(N2)=O)=O)C1)(F)F 6-(Trifluoromethyl)-2,4-dihydro-1h-3,1-benzoxazine-2,4-dione